FC(C(=O)O)(F)F.CN1C=CC=2C1=NC(=CC2C2NCCCC2)C=2C=C1CN(C(C1=CC2)=O)[C@@H]2C(NC(CC2)=O)=O (3S)-3-(5-(1-methyl-4-(piperidin-2-yl)-1H-pyrrolo[2,3-b]pyridin-6-yl)-1-oxoisoindolin-2-yl)piperidine-2,6-dione trifluoroacetate